OC=1C2=C(NC(CC1C(=O)OC)=O)C=CN=C2 methyl 5-hydroxy-2-oxo-2,3-dihydro-1H-pyrido[4,3-b]azepine-4-carboxylate